ClC=1C(=NC=CC1)N1N=C(C=C1C(=O)O)CC 2-(3-chloro-2-pyridyl)-5-ethyl-pyrazole-3-carboxylic acid